FC1(CC(CC1)CN)F 1-(3,3-Difluorocyclopentyl)methylamine